2-(3-Methyl-4-morpholinyl)-4-(1-methyl-1H-pyrazol-5-yl)-8-(1H-pyrazol-5-yl)-1,7-naphthyridin CC1N(CCOC1)C1=NC2=C(N=CC=C2C(=C1)C1=CC=NN1C)C1=CC=NN1